N,N-dimethyl-vinyl-benzyl-amine CN(C)C(C1=CC=CC=C1)C=C